CN1N=NC2=C1C=CC(=C2C)[C@H](CC(=O)O)C2=CC(=C(C=C2)C)CN2CC(OC1=C(C2)C=CC(=C1)OC)(C)C (R)-3-(1,4-Dimethyl-1H-benzo[d][1,2,3]triazol-5-yl)-3-(3-((8-methoxy-2,2-dimethyl-2,3-dihydrobenzo[f][1,4]oxazepin-4(5H)-yl)methyl)-4-methylphenyl)propanoic acid